NC=1N=C(C2=C(N1)C=CN2CC2=C(C=C(C(=O)OC)C=C2)OC)NCCCCC methyl 4-[[2-amino-4-(pentylamino) pyrrolo[3,2-d]pyrimidin-5-yl] methyl]-3-methoxybenzoate